tert-Butyl (S)-3-(3-(4-fluoro-2-methoxyphenoxy)-6-(trifluoromethyl)pyridazine-4-carboxamido)piperidine-1-carboxylate FC1=CC(=C(OC=2N=NC(=CC2C(=O)N[C@@H]2CN(CCC2)C(=O)OC(C)(C)C)C(F)(F)F)C=C1)OC